NC=1C(=C(C=CC1)OC(C1=CC=C(C(=O)O)C=C1)=O)N terephthalic acid diaminophenyl ester